(1R,2S,5S)-N-((S)-cyano(pyrazolo[1,5-a]pyrazin-6-yl)methyl)-3-((S)-3,3-dimethyl-2-(2,2,2-trifluoroacetamido)butanoyl)-6,6-dimethyl-3-azabicyclo[3.1.0]hexane-2-carboxamide C(#N)[C@@H](NC(=O)[C@@H]1[C@H]2C([C@H]2CN1C([C@H](C(C)(C)C)NC(C(F)(F)F)=O)=O)(C)C)C=1N=CC=2N(C1)N=CC2